OCC(=O)NCC=1SC(=CC1)C(CSC=1C=2C(N=C(N1)C(F)(F)F)=NN(C2)C)=O 2-hydroxy-N-((5-(2-((2-methyl-6-(trifluoromethyl)-2H-pyrazolo[3,4-d]pyrimidin-4-yl)thio)acetyl)thiophen-2-yl)methyl)acetamide